[4-(Phenylmethoxy)-2-fluorophenyl]-8-(propan-2-yl)-2-[3-(trifluoromethyl)phenyl]-9H-purine C1(=CC=CC=C1)COC1=CC(=C(C=C1)N1C2=NC(=NC=C2N=C1C(C)C)C1=CC(=CC=C1)C(F)(F)F)F